C(C(C)CCC[C@@H](C)[C@H]1CC[C@H]2[C@@H]3CCC4CCCC[C@]4(C)[C@H]3CC[C@]12C)OC1=CC(=CC(=C1)N)N cholestanyl-oxy-3,5-diaminobenzene